ClC(OC1=CC=C(C=C1)NC(=O)C=1C=C2CC(N(C2=C(C1)C1=CC=NN1)C(C)C)C(=O)N1CCS(CC1)(=O)=O)(F)F N-(4-(chlorodifluoromethoxy)phenyl)-2-(1,1-dioxidothiomorpholine-4-carbonyl)-1-isopropyl-7-(1H-pyrazol-5-yl)indoline-5-carboxamide